Cl.CC1=CC(=NC(=C1)N1CC(C1)NC)CC1OC2=CC=CC=C2C(C1)=O ((4-methyl-6-(3-(methylamino)azetidin-1-yl)pyridin-2-yl)methyl)chroman-4-one hydrochloride